[C@@H]12OC[C@@H](N(C1)CC(=O)NC=1N=CC3=CC=C(C=C3C1)C=1N=NN(C1)C)C2 2-((1s,4s)-2-oxa-5-azabicyclo[2.2.1]hept-5-yl)-N-(6-(1-methyl-1H-1,2,3-triazol-4-yl)isoquinolin-3-yl)acetamide